4-(3-acrylamidophenylamino)-2-(phenylamino)pyrimidine-5-carboxamide C(C=C)(=O)NC=1C=C(C=CC1)NC1=NC(=NC=C1C(=O)N)NC1=CC=CC=C1